ClC=1C(=C2CC(CC2=CC1)NC=1C=NC(=CC1)[C@@H](C(F)(F)F)NC)F N-(5-Chloro-4-fluoro-2,3-dihydro-1H-inden-2-yl)-6-((S)-2,2,2-trifluoro-1-(methylamino)ethyl)pyridin-3-amine